3-[1-methyl-7-[4-[[(3R,4R)-3-methyl-4-piperidyl]methyl]piperazin-1-yl]indazol-3-yl]piperidine-2,6-dione CN1N=C(C2=CC=CC(=C12)N1CCN(CC1)C[C@H]1[C@H](CNCC1)C)C1C(NC(CC1)=O)=O